C(C)(C)(C)C1=NN2C(N(C3=C(C2=O)CN(C3=O)CC3CCOCC3)CC(=O)OCC)=C1 ethyl [2-tert-butyl-5,8-dioxo-6-(tetrahydro-2H-pyran-4-ylmethyl)-5,6,7,8-tetrahydro-4H-pyrazolo[1,5-a]pyrrolo[3,4-d]pyrimidin-4-yl]acetate